1-butyl-3-methylimidazole triethyl-phosphate methyl-5-(2-fluoro-5-((S)-2,2,2-trifluoro-1-hydroxyethyl)phenyl)-2-(2-((tetrahydro-2H-pyran-2-yl)oxy)ethoxy)nicotinate COC(C1=C(N=CC(=C1)C1=C(C=CC(=C1)[C@@H](C(F)(F)F)O)F)OCCOC1OCCCC1)=O.C(C)OP(=O)(OCC)OCC.C(CCC)N1CN(C=C1)C